3-(m-chlorophenyl)-4-methoxybenzyl alcohol ClC=1C=C(C=CC1)C=1C=C(CO)C=CC1OC